1-(difluoromethyl)-N-((5-ethynylpyridin-2-yl)methyl)-1H-pyrazol-4-amine FC(N1N=CC(=C1)NCC1=NC=C(C=C1)C#C)F